C(=O)(O)CCNCCNCCN[C@@H](CCC(N)=O)C(=O)O N-{N'-[N''-(2-carboxyethyl)-2-aminoethyl]-2-aminoethyl}glutamine